(R)-N-(4-(3-((5-bromopyrimidin-2-yl)amino)pyrrolidine-1-carbonyl)phenyl)acrylamide BrC=1C=NC(=NC1)N[C@H]1CN(CC1)C(=O)C1=CC=C(C=C1)NC(C=C)=O